N[C@H]1CS(C2=C(N(C1=O)CC1=CC=C(C=C1)Cl)C=C(C(=C2)F)C=2C=NC=C(C2)C(C)(C)C)(=O)=O (3R)-3-amino-7-(5-tert-butyl-3-pyridinyl)-5-[(4-chlorophenyl)methyl]-8-fluoro-1,1-dioxo-2,3-dihydro-1λ6,5-benzothiazepine-4-One